C(CCCC=CCC=CC=CC=CC=CCCC)(=O)O 5,8,10,12,14-octadecapentaenoic acid